CC1=C(C#N)C=CC=C1[C@@H](C)NC1=NN=C(C=2C=C3C(=CC12)N(C(N3C)=O)C3CC3)C 2-methyl-3-[(1R)-1-[(3-cyclopropyl-1,8-dimethyl-2-oxo-imidazo[4,5-g]phthalazin-5-yl)amino]ethyl]benzonitrile